(S)-2-(ethyl(methyl)amino)-N-(1-(4-(4-isopropyl-5-(8-methyl-[1,2,4]triazolo[1,5-a]pyridin-6-yl)-1H-pyrazol-3-yl)phenyl)ethyl)-N-methylacetamide C(C)N(CC(=O)N(C)[C@@H](C)C1=CC=C(C=C1)C1=NNC(=C1C(C)C)C=1C=C(C=2N(C1)N=CN2)C)C